O=C1N(CC2=NC(=CC=C21)NCC2=CC(=C(C(=C2)F)F)F)CCNC(CC)=O N-(2-(5-oxo-2-((3,4,5-trifluorobenzyl)amino)-5,7-dihydro-6H-pyrrolo[3,4-b]pyridin-6-yl)ethyl)propionamide